diethyl 3,3-dimethoxycyclobutane-1,1-dicarboxylate COC1(CC(C1)(C(=O)OCC)C(=O)OCC)OC